(3-Hydroxy-2,5-dimethylphenyl)oxidanium OC=1C(=C(C=C(C1)C)[OH2+])C